diisobutyl (1-ethylbenzylidene)malonate C(C)C1(C=C(C(=O)OCC(C)C)C(=O)OCC(C)C)CC=CC=C1